1,7-dicyclohexyl-heptane-3,5-dione C1(CCCCC1)CCC(CC(CCC1CCCCC1)=O)=O